pyrrolidin-3-yl-1H-pyrazole-4-carboxamide dihydrochloride Cl.Cl.N1CC(CC1)N1N=CC(=C1)C(=O)N